2-[[2-[2-[[(E)-3-[4-(trifluoromethyl)phenyl]prop-2-enoyl]amino]acetyl]-3,4-dihydro-1H-isoquinolin-6-yl]amino]acetic acid FC(C1=CC=C(C=C1)/C=C/C(=O)NCC(=O)N1CC2=CC=C(C=C2CC1)NCC(=O)O)(F)F